[Se]1C=[NH+]C=C1 selenazolium